C(#N)C=1C(=CC(=NC1)C1=C(C2=NC(=C(C=C2N1C)C=1C(=NN(C1)C)C)C=O)C(=O)N)NCCOC (5-cyano-4-((2-methoxyethyl)amino)pyridin-2-yl)-5-formyl-6-(1,3-dimethyl-1H-pyrazol-4-yl)-1-methyl-1H-pyrrolo[3,2-b]pyridine-3-carboxamide